(S)-2-chloro-1-(2-(ethoxymethyl)-7-(4-fluorobenzyl)-2,3-dihydro-1H-pyrido[2,3-b][1,4]oxazin-1-yl)ethan-1-one ClCC(=O)N1C2=C(OC[C@@H]1COCC)N=CC(=C2)CC2=CC=C(C=C2)F